C1C=CC=2C=CC3=C4C=CC=CC4=C3C21 CYCLOPENTABIPHENYLENE